1-(trimethylsilyl)pyrrolidine tert-butyl-3-iodo-1H-pyrazole-1-carboxylate C(C)(C)(C)OC(=O)N1N=C(C=C1)I.C[Si](N1CCCC1)(C)C